4-(N-isopropylamino)benzoic acid C(C)(C)NC1=CC=C(C(=O)O)C=C1